N-(3-cyano-4-methyl-1H-indol-7-yl)-1-(1-fluoro-2-hydroxy-1-methyl-ethyl)pyrazole-4-sulfonamide C(#N)C1=CNC2=C(C=CC(=C12)C)NS(=O)(=O)C=1C=NN(C1)C(CO)(C)F